2-(1,3-diethoxy-1,3-dioxopropan-2-yl)-4-(2H3)methoxy-5-methoxybenzoic acid C(C)OC(C(C(=O)OCC)C1=C(C(=O)O)C=C(C(=C1)OC([2H])([2H])[2H])OC)=O